7-(7-ethyl-2-methyl-2H-pyrazolo[4,3-b]pyridin-5-yl)-3-(1-ethylpiperidin-4-yl)-5-fluorocinnoline C(C)C=1C=2C(N=C(C1)C1=CC(=C3C=C(N=NC3=C1)C1CCN(CC1)CC)F)=CN(N2)C